SCCC[Si](C)(C)OC γ-mercaptopropylmethoxy-dimethylsilane